7-phenethoxychromane-2-carboxylic acid C(CC1=CC=CC=C1)OC1=CC=C2CCC(OC2=C1)C(=O)O